2-(2-methyl-4-nitrophenyl)acetonitrile CC1=C(C=CC(=C1)[N+](=O)[O-])CC#N